(E)-8-Pentadecen-1-ol C(CCCCCC\C=C\CCCCCC)O